ClC1=C(C=CC=C1)N1CCC(CC1)OC[C@@H]1N(CCC[C@@H]1NS(=O)(=O)C)C(=O)C1CC1 N-(cis-2-(((1-(2-chlorophenyl)piperidin-4-yl)oxy)methyl)-1-(cyclopropylcarbonyl)piperidin-3-yl)methanesulfonamide